N1C=NC2=C1C=CC(=C2)N2C(NCC2C2=CC=C(C=C2)OCCCC)=O 1-(1H-benzo[d]imidazol-5-yl)-5-(4-butoxyphenyl)imidazolidin-2-one